tert-butyl (5-(6-(6-(2-(ethyl(isopropyl)carbamoyl)-4-fluorophenoxy)-1,2,4-triazin-5-yl)-2,6-diazaspiro[3.4]octan-2-yl)-2,6-dimethylheptan-2-yl)carbamate C(C)N(C(=O)C1=C(OC2=C(N=CN=N2)N2CC3(CN(C3)C(CCC(C)(C)NC(OC(C)(C)C)=O)C(C)C)CC2)C=CC(=C1)F)C(C)C